C(C1=CC=CC=C1)N([C@@H]1CC[C@H](CC1)OCCOC1C[C@H](N([C@H](C1)C)C(=O)OC(C)(C)C)C)CC1=CC=CC=C1 tert-butyl (2r,4r,6s)-4-(2-(((trans)-4-(dibenzylamino) cyclohexyl) oxy) ethoxy)-2,6-dimethylpiperidin-1-carboxylate